O1N(C=CC2=C1C=CC=C2)C#N benzoxazine-2-carbonitrile